NCCCCCC(=O)SCCNC(CCNC([C@@H](C(COP(OP(OC[C@@H]1[C@H]([C@H]([C@@H](O1)N1C=NC=2C(N)=NC=NC12)O)OP(=O)(O)O)(=O)O)(=O)O)(C)C)O)=O)=O 6-aminocaproyl-CoA